Di-Isopropyl Adipate C(CCCCC(=O)OC(C)C)(=O)OC(C)C